[Si](C1=CC=CC=C1)(C1=CC=CC=C1)(C(C)(C)C)OCCSCCN 2-[2-[tert-butyl(diphenyl)silyl]oxyethylsulfanyl]ethanamine